1-(4-(4-amino-1-cyclopropyl-1H-pyrazolo[3,4-d]pyrimidin-3-yl)-2-fluorophenyl)-3-(3-(((tert-butyldimethylsilyl)oxy)methyl)isoxazol-5-yl)urea NC1=C2C(=NC=N1)N(N=C2C2=CC(=C(C=C2)NC(=O)NC2=CC(=NO2)CO[Si](C)(C)C(C)(C)C)F)C2CC2